N[Co](N)(N)(N)(N)(N=[N+]=[N-])N=[N+]=[N-] pentaaminocobalt diazide